N-[[4-[4-amino-1-[4-[4-(dimethoxymethyl)-1-piperidinyl]-3-fluoro-phenyl]pyrazolo[3,4-d]pyrimidin-3-yl]phenyl]methyl]-5-fluoro-2-methoxy-benzamide NC1=C2C(=NC=N1)N(N=C2C2=CC=C(C=C2)CNC(C2=C(C=CC(=C2)F)OC)=O)C2=CC(=C(C=C2)N2CCC(CC2)C(OC)OC)F